(3-chloro-4-(7,8-difluoro-1,3,4,5-tetrahydro-2H-benzo[c]azepin-2-yl)-2,6-dimethylphenyl)-3,3-dimethylbutyramide ClC=1C(=C(C(=CC1N1CC2=C(CCC1)C=C(C(=C2)F)F)C)C(C(=O)N)C(C)(C)C)C